OC1=C(CNC(=O)C=2OC=C(N2)C2=NC(=NC=C2C)NC2=CC=NN2C)C=CC=C1 N-(2-hydroxybenzyl)-4-(5-methyl-2-((1-methyl-1H-pyrazol-5-yl)amino)pyrimidin-4-yl)oxazole-2-carboxamide